2-amino-3-methyl-N-(1,2,3-thiadiazol-4-ylmethyl)-N-((5-(trifluoromethyl)-2-pyridinyl)methyl)-6-quinolinecarboxamide NC1=NC2=CC=C(C=C2C=C1C)C(=O)N(CC1=NC=C(C=C1)C(F)(F)F)CC=1N=NSC1